6-(2-(4'-(diphenylamino)-[1,1'-biphenyl]-4-yl)vinyl)-9-hexylcarbazole-3-carbaldehyde C1(=CC=CC=C1)N(C1=CC=C(C=C1)C1=CC=C(C=C1)C=CC=1C=C2C=3C=C(C=CC3N(C2=CC1)CCCCCC)C=O)C1=CC=CC=C1